O=C1NC(CCC1N1C(C2=CC=C(C=C2C1=O)CN1CCN(CC1)C1=NN=C(S1)C=1C(=CC(=NC1)C1=CC=C2N1N=CC(=C2)C#N)NC(C)C)=O)=O 7-(5-(5-(4-((2-(2,6-dioxopiperidin-3-yl)-1,3-dioxoisoindolin-5-yl)methyl)piperazin-1-yl)-1,3,4-thiadiazol-2-yl)-4-(isopropylamino)pyridin-2-yl)pyrrolo[1,2-b]pyridazine-3-carbonitrile